C(C)(C)(C)OC(=O)N[C@H](C(=O)OC)CC1=CC(=CC(=C1)O[Si](C(C)C)(C(C)C)C(C)C)B1OC(C(O1)(C)C)(C)C methyl (S)-2-((tert-butoxycarbonyl)amino)-3-(3-(4,4,5,5-tetramethyl-1,3,2-dioxaborolan-2-yl)-5-((triisopropylsilyl)oxy)phenyl)propanoate